(2S)-1-[(2S)-2-[[5-(2,3-dihydro-1-benzofuran-2-yl)-1-ethoxy-1-oxopentan-2-yl]amino]propanoyl]pyrrolidine-2-carboxylic acid O1C(CC2=C1C=CC=C2)CCCC(C(=O)OCC)N[C@H](C(=O)N2[C@@H](CCC2)C(=O)O)C